methyl 2-(chloromethyl)-1-((1-isopropyl-1H-imidazol-5-yl)methyl)-1H-benzo[d]imidazole-6-carboxylate ClCC1=NC2=C(N1CC1=CN=CN1C(C)C)C=C(C=C2)C(=O)OC